N1(CCCCC1)C1=NC=CC=C1 2-piperidin-1-yl-pyridin